4-(1-((5-methoxy-7-methyl-1H-indol-4-yl)methyl)-4-(methylsulfonyl)-1,4-diazepan-2-yl)benzoic acid COC=1C(=C2C=CNC2=C(C1)C)CN1C(CN(CCC1)S(=O)(=O)C)C1=CC=C(C(=O)O)C=C1